1-[5-cyclopropyl-6-[3-(difluoromethoxy)-5-methyl-pyrazol-1-yl]-2-pyridyl]-6-methoxy-N-(6-methylpyridazin-3-yl)benzimidazol-5-amine C1(CC1)C=1C=CC(=NC1N1N=C(C=C1C)OC(F)F)N1C=NC2=C1C=C(C(=C2)NC=2N=NC(=CC2)C)OC